6-ethynyl-8-((1R,2R)-2-hydroxy-2-methylcyclopentyl)pyrido[2,3-d]pyrimidin-7(8H)-one C(#C)C1=CC2=C(N=CN=C2)N(C1=O)[C@H]1[C@](CCC1)(C)O